FC1=C(C=CC(=N1)C(=O)NC)N1C(CN(CCC1)CC=1C(=C2NC(C(=NC2=CC1)C)=O)F)=O 6-fluoro-5-(4-((5-fluoro-2-methyl-3-oxo-3,4-dihydroquinoxalin-6-yl)methyl)-2-oxo-1,4-diazepan-1-yl)-N-methylpicolinamide